BrC=1C(=C(C(=NC1)Cl)[N+](=O)[O-])NC(C)C 5-bromo-2-chloro-N-isopropyl-3-nitropyridin-4-amine